5-(((3-(hydroxymethyl)tetrahydrofuran-3-yl)methyl)amino)-3-methyl-8-(4-(trifluoromethyl)phenyl)pyrido[4,3-d]pyrimidin-4(3H)-one OCC1(COCC1)CNC1=NC=C(C=2N=CN(C(C21)=O)C)C2=CC=C(C=C2)C(F)(F)F